2-(3-methyltetrahydrofuran-3-yl)-6-(3-pyridinyl)pyridine-2,3-diamine CC1(COCC1)C1(NC(=CC=C1N)C=1C=NC=CC1)N